COC1CO1 monomethoxy ethylene oxide